(S)-3-methyl-3-(5-(2-((4-(trifluoromethyl)phenyl)amino)pyridin-3-yl)-1,3,4-oxadiazol-2-yl)pyrrolidin-2-one C[C@@]1(C(NCC1)=O)C=1OC(=NN1)C=1C(=NC=CC1)NC1=CC=C(C=C1)C(F)(F)F